CC1=CC=C(C=C1)N1CC=C(C=C1)C1=CC=NC=C1 1-(4-methyl-phenyl)-4,4'-bipyridine